Methyl (E)-10-(4,4,5,5-tetramethyl-1,3,2-dioxaborolan-2-yl)dec-9-enoate CC1(OB(OC1(C)C)/C=C/CCCCCCCC(=O)OC)C